FC1=C(C=CC=C1)[C@@H](C)N(C(OC(C)(C)C)=O)CC1=CC=C(C=N1)C=1C=NC(=CC1)N1CCOCC1 tert-butyl (R)-(1-(2-fluorophenyl)ethyl)((6'-morpholinyl-[3,3'-bipyridyl]-6-yl)methyl)carbamate